C(#C)C1(CCCCC1)O 1-ethynylcyclohexanol